6-(1-(8-cyclobutyl-8-azabicyclo[3.2.1]octan-3-yl)piperidin-4-yl)-2-(3-fluoro-4-(methylsulfonyl)phenyl)-1,4-dimethyl-1H-benzo[d]imidazole C1(CCC1)N1C2CC(CC1CC2)N2CCC(CC2)C=2C=C(C1=C(N(C(=N1)C1=CC(=C(C=C1)S(=O)(=O)C)F)C)C2)C